OC=1C=C2C(=NN(C2=CC1)C1OCCCC1)C=1C=C(C=NC1)O[C@@H](COCC[C@H](C)CS(=O)(=O)[O-])C [(1S)-3-[(2R)-2-[[5-(5-hydroxy-1-tetrahydropyran-2-yl-indazol-3-yl)-3-pyridyl]oxy]propoxy]-1-methyl-propyl]methanesulfonate